4-[4-[2-[1-(6,7-dihydro-5H-pyrrolo[1,2-c]imidazol-1-yl)-2-oxo-2-(2-pyridylamino)ethyl]-7-fluoro-3-oxo-isoindolin-5-yl]phenyl]piperazine-1-carboxylic acid tert-butyl ester C(C)(C)(C)OC(=O)N1CCN(CC1)C1=CC=C(C=C1)C=1C=C2C(N(CC2=C(C1)F)C(C(NC1=NC=CC=C1)=O)C1=C2N(C=N1)CCC2)=O